5-chloro-7-(1H-pyrazol-4-yl)-3-(tetrahydro-2H-pyran-4-yl)pyrazolo[1,5-a]pyrimidine-2-carboxylic acid ethyl ester C(C)OC(=O)C1=NN2C(N=C(C=C2C=2C=NNC2)Cl)=C1C1CCOCC1